5-(2,4-dihydroxy-5-isopropylphenyl)-N-ethyl-4H-1,2,4-triazole-3-carboxamide OC1=C(C=C(C(=C1)O)C(C)C)C=1NC(=NN1)C(=O)NCC